BrC1=CC2=C(NC(C(N2)(C)C)=O)N=C1 7-bromo-2,2-dimethyl-1,2-dihydropyrido[2,3-b]pyrazin-3(4H)-one